C1=CC=C(C=C1)C[C@H](C(=O)O)O D-(+)-3-phenyllactic acid